N-(1-((1H-Pyrazolo[3,4-b]pyridin-5-yl)methyl)indolin-6-yl)-3-(4-methyl-1H-imidazol-1-yl)-5-(trifluoromethyl)benzamid N1N=CC=2C1=NC=C(C2)CN2CCC1=CC=C(C=C21)NC(C2=CC(=CC(=C2)C(F)(F)F)N2C=NC(=C2)C)=O